C(O)(O)=O.C(C1CO1)OCC ETHYL GLYCIDYL ETHER carbonate